COC(C1=CC(=C(C(=C1)OC(F)(F)F)Cl)Cl)=O 3,4-dichloro-5-(trifluoromethoxy)benzoic acid methyl ester